C(=O)C1N(CCCC1)CCNC(C)=O N-[2-(2-FORMYLPIPERIDIN-1-YL)ETHYL]ACETAMIDE